3-(2-(4-(benzyloxy)-5-bromo-3-methyl-1H-pyrazol-1-yl)ethyl)pyridine Methyl-(R)-6-oxo-2-(2,2,2-trifluoro-N-(4-fluoro-3,5-dimethylphenyl)acetamido)hexanoate COC([C@@H](CCCC=O)N(C(C(F)(F)F)=O)C1=CC(=C(C(=C1)C)F)C)=O.C(C1=CC=CC=C1)OC=1C(=NN(C1Br)CCC=1C=NC=CC1)C